3-aza-6-oxabicyclo[2.2.1]heptane C12CNC(CO1)C2